(5S,7S)-7-fluoro-2-[(S)-fluoromethylsulfinyl]-5-(2-fluorophenyl)-6,7-dihydro-5H-pyrrolo[1,2-b][1,2,4]triazole F[C@H]1C[C@H](N2N=C(N=C21)[S@](=O)CF)C2=C(C=CC=C2)F